ClC=1C=C(C=NC1C(=O)N1CCCC1)NC(=O)NC=1C=NC=2N(C1[C@H](C)OC)N=C(C2)Cl (S)-1-(5-chloro-6-(pyrrolidine-1-carbonyl)pyridin-3-yl)-3-(2-chloro-7-(1-methoxyethyl)pyrazolo-[1,5-a]Pyrimidin-6-yl)urea